CNC1=C(C(=NC(=C1)C)C)[N+](=O)[O-] N,2,6-trimethyl-3-nitro-pyridin-4-amine